[6-[[1-methyl-5-(trifluoromethyl)pyrazol-4-yl]methyl]-2,6-diazaspiro[3.3]heptan-2-yl]-[6-[3-(trifluoromethyl)-1,2,4-triazol-1-yl]-2-azaspiro[3.3]heptan-2-yl]methanone CN1N=CC(=C1C(F)(F)F)CN1CC2(CN(C2)C(=O)N2CC3(C2)CC(C3)N3N=C(N=C3)C(F)(F)F)C1